N-((R)-(3-chlorophenyl)(cyclopentyl)methyl)-8-(difluoromethyl)-6-oxo-5-azaspiro[3.4]octane-2-carboxamide ClC=1C=C(C=CC1)[C@H](NC(=O)C1CC2(C1)NC(CC2C(F)F)=O)C2CCCC2